2-amino-6-borono-2-(3-(4-phenethylpiperazin-1-yl)propyl)hexanoic acid NC(C(=O)O)(CCCCB(O)O)CCCN1CCN(CC1)CCC1=CC=CC=C1